NC1=C(C=C(C(=O)N2C[C@H](CCC2)C(=O)OCC)C=C1)F ethyl (S)-1-(4-amino-3-fluorobenzoyl)piperidine-3-carboxylate